NCC1(CCN(CC1)C(=O)O)O 4-(aminomethyl)-4-hydroxypiperidine-1-carboxylic acid